(3a,5b,7a,12a)-N-[3-[(4-O-D-galactopyranosyl-D-gluconoyl)amino]propyl]-3,7,12-trihydroxy-N-[3-[[(3a,5b,7a,12a)-3,7,12-trihydroxy-24-oxocholan-24-yl]amino]propyl]-cholan-24-amide C1([C@H](O)[C@@H](O)[C@@H](O)[C@H](O1)CO)O[C@@H]([C@@H]([C@H](C(=O)NCCCN(C(CC[C@@H](C)[C@H]1CC[C@H]2[C@@H]3[C@@H](C[C@@H]4C[C@@H](CC[C@]4(C)[C@H]3C[C@@H]([C@]12C)O)O)O)=O)CCCNC(CC[C@@H](C)[C@H]1CC[C@H]2[C@@H]3[C@@H](C[C@@H]4C[C@@H](CC[C@]4(C)[C@H]3C[C@@H]([C@]12C)O)O)O)=O)O)O)[C@H](O)CO